2-[[1-[3-(2,2-difluoroethoxy)phenyl]-5-isobutyl-pyrazol-3-yl]amino]-5-(thiophen-2-yl)nicotinate FC(COC=1C=C(C=CC1)N1N=C(C=C1CC(C)C)NC1=C(C(=O)[O-])C=C(C=N1)C=1SC=CC1)F